BrC1=CC=C(OC[C@H]2OC2)C=C1 (S)-2-((4-bromophenoxy)methyl)oxirane